ClC=1C=CC(=C(C1)C1=NN(C=C1NC(=O)C=1C=NN2C1N=CC=C2)C)O N-(3-(5-chloro-2-hydroxyphenyl)-1-methyl-1H-pyrazol-4-yl)pyrazolo[1,5-a]pyrimidine-3-carboxamide